5-bromo-2-(trifluoromethyl)pyrazine BrC=1N=CC(=NC1)C(F)(F)F